β,β,6-trifluoro-3-pyridinepropanoic acid FC(CC(=O)O)(C=1C=NC(=CC1)F)F